BrC1=CC=C(C=C1)C1C(C1)B1OC(C(O1)(C)C)(C)C 2-(2-(4-bromophenyl)cyclopropyl)-4,4,5,5-tetramethyl-1,3,2-dioxaborolane